FC(C1=C(C=C(C=C1F)Cl)F)(OC1=CC(=C(C(=C1)F)F)F)F 4-[difluoro-(3,4,5-trifluorophenoxy)-methyl]-1-chloro-3,5-difluorobenzene